7-bromo-4-phenyl-2H-chromen-2-one BrC1=CC=C2C(=CC(OC2=C1)=O)C1=CC=CC=C1